O=S1(CCN(C(C2=C1C=C(S2)[Sn](C)(C)C)=O)CCC(=O)OC(C)(C)C)=O tert-butyl 3-(1,1-dioxido-5-oxo-7-(trimethylstannyl)-2,3-dihydrothieno[2,3-f][1,4]thiazepin-4(5H)-yl)propanoate